C(CCCCCCCCCCCCCCC)OC1=CC=C(C=C1)C=CC(=O)C1=CC=C(C=C1)N=CC1=C(C=C(C=C1)O)O 3-[4-(Hexadecyloxy)phenyl]-1-[4-[(2,4-dihydroxybenzylidene)amino]phenyl]-2-propene-1-one